CC1(OCC2=C1N=C(N=C2)C(=O)N[C@@H]2C(N(C=1N(CC2)N=C(C1)C)C)=O)CCC 7-Methyl-7-propyl-N-[(6S)-2,4-dimethyl-5-oxo-7,8-dihydro-6H-pyrazolo[1,5-a][1,3]diazepin-6-yl]-5H-furo[3,4-d]pyrimidin-2-carboxamid